N-(2-fluorophenyl)-7-(4-morpholinophenyl)quinazolin-4-amine FC1=C(C=CC=C1)NC1=NC=NC2=CC(=CC=C12)C1=CC=C(C=C1)N1CCOCC1